C1(CC1)C1CC(CO1)NC(=O)C1=NC(=CN=C1OC)NC1=CC(=CC(=C1)F)F N-(5-cyclopropyltetrahydrofuran-3-yl)-6-(3,5-difluoroanilino)-3-methoxy-pyrazine-2-carboxamide